2,9-di(2-naphthyl)-4,7-diphenyl-1,10-phenanthroline C1=C(C=CC2=CC=CC=C12)C1=NC2=C3N=C(C=C(C3=CC=C2C(=C1)C1=CC=CC=C1)C1=CC=CC=C1)C1=CC2=CC=CC=C2C=C1